4-(3-chloro-4-(1-isopropyl-4-(trifluoromethyl)-1H-imidazol-2-yl)benzyl)-2-(4-cyclopropyl-6-methoxypyrimidin-5-yl)-6,7-dihydro-[1,2,4]triazolo[1,5-a]pyrimidin-5(4H)-one ClC=1C=C(CN2C=3N(CCC2=O)N=C(N3)C=3C(=NC=NC3OC)C3CC3)C=CC1C=1N(C=C(N1)C(F)(F)F)C(C)C